C(C1=CC=CC=C1)OC(=O)N[C@@H](C(=O)O)C1CCN(CC1)CCC1=CC=CC=C1 (R)-2-(((benzyloxy)carbonyl)amino)-2-(1-phenethylpiperidin-4-yl)acetic acid